BrC1=CC(=CC=2C=C(OC21)F)CO (7-bromo-2-fluorobenzofuran-5-yl)methanol